2,3,5,6-tetrachlorophenol acetate C(C)(=O)OC1=C(C(=CC(=C1Cl)Cl)Cl)Cl